OC1=CC=C(C=C1)C(C(F)(F)F)(C)C1=CC=C(C=C1)O 2,2-Bis(4-hydroxyphenyl)-1,1,1-trifluoropropane